C(C)(=O)N1C[C@@H](CC1)NC(=O)[C@H](CCCN/C(=N/C(=O)OC(C)(C)C)/NC(=O)OC(C)(C)C)NC(OC(C)(C)C)=O tert-butyl N-[(1S)-1-{[(3R)-1-acetylpyrrolidin-3-yl]carbamoyl}-4-{[(Z)-{[(tert-butoxy)carbonyl]amino}({[(tert-butoxy)carbonyl]imino})methyl]amino}butyl]carbamate